5-[4-(bromomethyl)phenyl]-3-(trifluoromethyl)isoxazole BrCC1=CC=C(C=C1)C1=CC(=NO1)C(F)(F)F